N1N=NC2=NC(=CC=C21)C=2C=C(C(=O)NC1=CC=C(C=C1)OCCC(C)C)C=CC2 3-(1H-[1,2,3]triazolo[4,5-b]pyridin-5-yl)-N-(4-(isopentyloxy)phenyl)benzamide